CC(C#N)(\C=C\C1=CC=CC=C1)O[Si](C)(C)C (E)-2-methyl-4-phenyl-2-((trimethylsilyl)oxy)but-3-enenitrile